N1-hydroxy-N8-(4-(hydroxymethyl)phenyl)octanediamide ONC(CCCCCCC(=O)NC1=CC=C(C=C1)CO)=O